1-(3-(4,4-bis(methoxy-methyl)cyclohexyl)-2-((methyl(2-(methylamino)-ethyl)amino)methyl)-6,7-dihydropyrazolo[1,5-a]-pyrazin-5(4H)-yl)-3,3,3-trifluoropropan-1-one COCC1(CCC(CC1)C=1C(=NN2C1CN(CC2)C(CC(F)(F)F)=O)CN(CCNC)C)COC